cyclopentyl-(3-fluorophenyl)methanone C1(CCCC1)C(=O)C1=CC(=CC=C1)F